N-(cis-3-ethoxycyclobutyl)-5-(3-(2,2-difluoroethyl)-2-methyl-3H-imidazo[4,5-b]pyridin-5-yl)pyrrolo[2,1-f][1,2,4]triazin-2-amine C(C)O[C@H]1C[C@H](C1)NC1=NN2C(C=N1)=C(C=C2)C2=CC=C1C(=N2)N(C(=N1)C)CC(F)F